C(C)(C)(C)C1=CC=C(C(=O)N/N=C(\C)/C=2C=NC=CC2)C=C1 (E)-4-(tert-butyl)-N'-(1-(pyridin-3-yl)ethylidene)benzohydrazide